OP(O)OP(O)O.C(C)(C)(C)C1=C(C(=CC(=C1)C)C(C)(C)C)C(O)(C(CO)(CO)CO)C1=C(C=C(C=C1C(C)(C)C)C)C(C)(C)C Bis(2,6-di-tert-butyl-4-methylphenyl)-pentaerythritol diphosphite